FC1=CC=C(C=C1)C(C[Se]C1=CC=CC=C1)=O 1-(4-fluorophenyl)-2-(phenylseleno)ethan-1-one